C(C1=CC=CC=C1)OC1=NC(=CC=C1C1=CC=C(C=C1)N1CC2(CN(C2)C(=O)OC(C)(C)C)C1)OCC1=CC=CC=C1 tert-butyl 6-[4-(2,6-dibenzyloxy-3-pyridinyl) phenyl]-2,6-diazaspiro[3.3]heptane-2-carboxylate